N,N,N'-Trimethyl-N'-(hydroxyethyl)-ethylendiamin CN(CCN(CCO)C)C